CN1CCC(CC1)C(=O)C1=CC=CC(=N1)NC(C(C)(C)C)=O N-(6-(1-methylpiperidine-4-carbonyl)pyridin-2-yl)pivaloamide